(p-azidophenyl)dithiolpropioimidate N(=[N+]=[N-])C1=CC=C(C=C1)OC(CCC1SSC=C1)=N